O=C1NC[C@@H](N1)C(=O)O (R)-2-OXO-IMIDAZOLIDINE-4-CARBOXYLIC ACID